2-tertiary butyl-4-aminophenol C(C)(C)(C)C1=C(C=CC(=C1)N)O